C(C1=CC=CC=C1)OC1=NC(=CC=C1C1=NN(C2=CC(=CC=C12)N1CCC(CC1)CO)C)OCC1=CC=CC=C1 (1-(3-(2,6-bis(benzyloxy)pyridin-3-yl)-1-methyl-1H-indazol-6-yl)piperidin-4-yl)methanol